O(C1=CC=CC=C1)C1=C(C2=CC=CC=C2C(=C1)O)O 2-phenoxy-1,4-naphthalenediol